FC1=CC=C(C=C1)S(=O)(=O)NC1=C(C(=O)N)C=CC=C1 2-[[(4-fluorophenyl)sulfonyl]amino]-benzamide